cyclopentyl-N-(1H-pyrazol-4-yl)propanamide C1(CCCC1)C(C(=O)NC=1C=NNC1)C